6-(1-((6-methoxypyridin-3-yl)sulfonyl)piperidin-4-yl)-7-methylimidazo[1,2-b]pyridazine COC1=CC=C(C=N1)S(=O)(=O)N1CCC(CC1)C=1C(=CC=2N(N1)C=CN2)C